C(C)(C)(C)OC(NC(C)C1=CN=C(C2=CC=CC=C12)OC)=O (1-(1-Methoxyisoquinolin-4-yl)ethyl)carbamic acid tert-butyl ester